ClC=1C=C(C=CC1)C1=C(C(=NC2=CC=CC=C12)C(F)(F)F)C#CC1=CC(=CC=C1)Cl 4-(3-Chlorophenyl)-3-((3-chlorophenyl)ethynyl)-2-(trifluoromethyl)quinoline